(S)-2-(1-(5-aminopyridin-3-yl)-2,2-difluoroethyl)isoindoline-1,3-dione NC=1C=C(C=NC1)[C@@H](C(F)F)N1C(C2=CC=CC=C2C1=O)=O